(1-bromocyclopentyl)(phenyl)methanone BrC1(CCCC1)C(=O)C1=CC=CC=C1